COC1=C(NC2=CC(=NC=C2C(NC)=O)NC2=CC=C(C=N2)C(=O)OC)C=CC=C1C1=NC=CC=N1 methyl 6-[[4-(2-methoxy-3-pyrimidin-2-yl-anilino)-5-(methylcarbamoyl)-2-pyridyl]amino]pyridine-3-carboxylate